(4-iodo-3-oxo 1-((1,1,1-trifluoro-2-methylpropan-2-yl)oxy)butan-2-yl)carbamate ICC(C(COC(C(F)(F)F)(C)C)NC([O-])=O)=O